C1(CC1)C(=O)C1[C@H]2CN(C[C@@H]12)C(=O)C1=NNC(=C1)C(C)C ((1R,5S,6R)-6-(cyclopropanecarbonyl)-3-azabicyclo[3.1.0]hexane-3-yl)(5-isopropyl-1H-pyrazol-3-yl)methanone